CN1C(N(C2=C1C(=CC=C2)CCCOCCCNC)C2C(NC(CC2)=O)=O)=O 3-(3-methyl-4-[3-[3-(methylamino)propoxy]propyl]-2-oxo-1,3-benzodiazol-1-yl)piperidine-2,6-dione